(R)-1-(1-(4-(1,1-difluoroethyl)benzyl)-1H-benzo[d]imidazol-2-yl)piperidin-3-amine FC(C)(F)C1=CC=C(CN2C(=NC3=C2C=CC=C3)N3C[C@@H](CCC3)N)C=C1